Cl.C12C3=CC=CC=C3C(C(CC1)O)N2 12-azatricyclo[6.3.1.02,7]dodeca-2,4,6-triene-9-ol hydrochloride